OCC(C(C)C)(C)NC(OC(C)(C)C)=O tert-butyl (1-hydroxy-2,3-dimethylbutan-2-yl)carbamate